1-(4-bromophenyl)-3,3-dimethyl-cyclopropene BrC1=CC=C(C=C1)C1=CC1(C)C